5-((4-methoxybenzyl)thio)pyridazin-3-ol COC1=CC=C(CSC=2C=C(N=NC2)O)C=C1